[Li+].N[C@@H](CCC(=O)O)C(=O)[O-] L-glutamic acid monolithium salt